OCCOC1=C(C=C(C=C1)/C=C/C(=O)C1=CC=C(C=C1)N1CCN(CC1)C)OC (E)-3-[4-(2-Hydroxyethoxy)-3-methoxyphenyl]-1-[4-(4-methylpiperazin-1-yl)phenyl]prop-2-en-1-one